1-methyl-3-(1-methyl-2-(trifluoromethyl)-1H-indole-3-yl)-6-fluoroquinoxaline CN1CC(=NC2=CC(=CC=C12)F)C1=C(N(C2=CC=CC=C12)C)C(F)(F)F